4-chloro-6-[1-(difluoromethyl)-4-[[2-(2-morpholinoethoxy)phenyl]methyl]pyrazol-3-yl]pyrimidin-2-amine ClC1=NC(=NC(=C1)C1=NN(C=C1CC1=C(C=CC=C1)OCCN1CCOCC1)C(F)F)N